N-[[4-(3-aminoazetidin-1-yl)-1-[4-(trifluoromethoxy)phenyl]pyrazolo[3,4-b]pyridin-3-yl]methyl]prop-2-enamide NC1CN(C1)C1=C2C(=NC=C1)N(N=C2CNC(C=C)=O)C2=CC=C(C=C2)OC(F)(F)F